C(OCC(Cl)Cl)(OCC(Cl)Cl)=O Bis(2,2-dichloroethyl) carbonate